FC(C=1C=C(C=C(C1)C(F)(F)F)C1=NN(C=N1)\C=C/C(=O)N1N(CCC1)C(=O)C1CC1)(F)F (Z)-3-(3-(3,5-bis(trifluoromethyl)phenyl)-1H-1,2,4-triazol-1-yl)-1-(2-(cyclopropanecarbonyl)pyrazolidin-1-yl)prop-2-en-1-one